CC(=CCC/C(=C\CO)/C)C cis-3,7-Dimethyl-2,6-octadien-1-ol